(2,4,6-triisopropylbenzenesulfonyl)-3-hydroxyamidino-(L)-phenylalanine C(C)(C)C1=C(C(=CC(=C1)C(C)C)C(C)C)S(=O)(=O)N[C@@H](CC1=CC(=CC=C1)C(NO)=N)C(=O)O